4-fluoro-N,N-bis(4-methoxybenzyl)-1-(tetrahydro-2H-pyran-2-yl)-1H-pyrazole-3-sulfonamide HCl Cl.FC=1C(=NN(C1)C1OCCCC1)S(=O)(=O)N(CC1=CC=C(C=C1)OC)CC1=CC=C(C=C1)OC